FC(CN1N=C2C(N(C(N([C@H]2C)C2CCN(CC2)C2=C(C=CC=C2C)F)=O)CC2=C(C=CC=C2)C(F)(F)F)=C1)(C)F (S)-2-(2,2-Difluoro-propyl)-6-[1-(2-fluoro-6-methyl-phenyl)-piperidin-4-yl]-7-methyl-4-(2-trifluoromethyl-benzyl)-2,4,6,7-tetrahydro-pyrazolo[4,3-d]pyrimidin-5-on